OC(=O)C(F)(F)F.ClC1=C(C=C(C=C1)N1CCNCC1)OCC1=C(C=C(C=C1)Cl)F 1-{4-chloro-3-[(4-chloro-2-fluorophenyl)methoxy]phenyl}piperazine TFA salt